CC(C(=O)OC)O The molecule is a lactate ester resulting from the formal condensation of the carboxy group of 2-hydroxypropanoic acid with methanol. It has a role as a metabolite. It is a lactate ester and a methyl ester.